2-(1-(2-methylbutanoyl)piperidin-2-yl)-1H-imidazol CC(C(=O)N1C(CCCC1)C=1NC=CN1)CC